N-(6-(3-(5-amino-1,3,4-thiadiazol-2-yl)pyrrolidin-1-yl)pyridazin-3-yl)-2-(3-(trifluoromethoxy)phenyl)acetamide NC1=NN=C(S1)C1CN(CC1)C1=CC=C(N=N1)NC(CC1=CC(=CC=C1)OC(F)(F)F)=O